3-trifluoromethyl-2-fluoro-6-hydroxyphenylboric acid FC(C=1C(=C(C(=CC1)O)OB(O)O)F)(F)F